C1OCCC2=CC=C(C=C12)CNC(C(=O)O)(CCC(C)(C)C)C 2-{[(7-isochromanyl)methyl]amino}-2,5,5-trimethylhexanoic acid